FC(C=1C=C(C(=NC1)C)C1=NC(=NC(=N1)C1=NC(=CC=C1)C(F)(F)F)NC1=CC(=NC=C1)C(F)(F)F)F 4-(5-(difluoromethyl)-2-methylpyridin-3-yl)-6-(6-(trifluoromethyl)pyridin-2-yl)-N-(2-(trifluoromethyl)pyridin-4-yl)-1,3,5-triazin-2-amine